N1N=NC2=C1C=C(C=C2)S(=O)(=O)C=2C=C(N(C2C)C)C(=O)NCC2=C(C=CC1=C2C=CO1)F 4-((1H-benzo[d][1,2,3]triazol-6-yl)sulfonyl)-N-((5-fluorobenzofuran-4-yl)methyl)-1,5-dimethyl-1H-pyrrole-2-carboxamide